methyl (Z)-1-(4-amino-2-fluorobut-2-en-1-yl)-4-(3-(piperidin-1-ylsulfonyl)phenyl)-1H-benzo[d]imidazol-6-carboxylate NC\C=C(\CN1C=NC2=C1C=C(C=C2C2=CC(=CC=C2)S(=O)(=O)N2CCCCC2)C(=O)OC)/F